CN1CCN(CC1)C=1C=CC(=NC1)NC=1C=C(C=C2C=CNC(C12)=O)N1CC(CCC1)NC(C=C)=O N-(1-(8-((5-(4-methylpiperazin-1-yl)pyridine-2-yl)amino)-1-oxo-1,2-dihydroisoquinoline-6-yl)piperidine-3-yl)acrylamide